N-((3-(2-(((S)-6,6-dimethylpiperidin-3-yl)amino)-5-(trifluoromethyl)pyrimidin-4-yl)-1H-Indol-7-yl)(methyl)(oxo)-λ6-sulfanylidene)cyanamide CC1(CC[C@@H](CN1)NC1=NC=C(C(=N1)C1=CNC2=C(C=CC=C12)S(=NC#N)(=O)C)C(F)(F)F)C